FC1=CC(=CC(=N1)N1CC2=C(N=C(N=C2)OC)CC1)OC 6-(6-fluoro-4-methoxy-2-pyridyl)-2-methoxy-7,8-dihydro-5H-pyrido[4,3-d]Pyrimidine